3-(epoxypropoxy-2-hydroxypropoxy)-2-hydroxypropyl acrylate C(C=C)(=O)OCC(COCC1(C(O1)OCCC)O)O